(R,Z)-1-((2'-chloro-5'-fluoro-5-methoxy-[1,1'-biphenyl]-2-yl)sulfonyl)-4-fluoro-N-(4-(methylsulfonyl)but-3-en-2-yl)piperidine-4-carboxamide ClC1=C(C=C(C=C1)F)C1=C(C=CC(=C1)OC)S(=O)(=O)N1CCC(CC1)(C(=O)N[C@H](C)\C=C/S(=O)(=O)C)F